[Si](C)(C)(C(C)(C)C)OC(CNC(C)=O)C=1C=C(C=C2C=CN=CC12)F N-(2-((tert-butyldimethylsilyl)oxy)-2-(6-fluoroisoquinolin-8-yl)ethyl)acetamide